[2-{2-[5-(5-oxo-4,5-dihydro-1,3,4-oxadiazol-2-yl)-2-(trifluoromethyl)phenyl]ethyl}-1,3-dioxan-5-yl]carbamic acid tert-butyl ester C(C)(C)(C)OC(NC1COC(OC1)CCC1=C(C=CC(=C1)C=1OC(NN1)=O)C(F)(F)F)=O